(Boc)-L-leucine 2-ethylbutyl ester C(C)C(COC([C@@H](NC(=O)OC(C)(C)C)CC(C)C)=O)CC